tert-butyl (S,Z)-(3-((1H-indol-3-yl)methyl)-1-(2-(2-naphthamido)-5-bromophenyl)-1,4-dioxo-9-(phenylimino)-2,5,8,10-tetraazadodecan-12-yl)carbamate N1C=C(C2=CC=CC=C12)C[C@H](NC(=O)C1=C(C=CC(=C1)Br)NC(=O)C1=CC2=CC=CC=C2C=C1)C(NCCN/C(/NCCNC(OC(C)(C)C)=O)=N/C1=CC=CC=C1)=O